ClC1=CC(=CC=2N=COC21)N 7-chloro-1,3-benzoxazol-5-amine